The molecule is a macrolide consisting of a 14-membered bicyclic lactone attached to the rare 2-thiazolidinone moiety. It is obtained from the Red Sea sponge Latrunculia magnifica. It has a role as a metabolite, an actin polymerisation inhibitor and a toxin. It is a macrolide, a cyclic hemiketal, an oxabicycloalkane and a thiazolidinone. C[C@H]/1CC[C@@H]2C[C@H](C[C@@](O2)([C@@H]3CSC(=O)N3)O)OC(=O)/C=C(\\CC/C=C1)/C